C(C1=CC=CC=C1)(=S)C1=C(C=C(C(=C1)C(C1=CC=CC=C1)=S)C(C1=CC=CC=C1)=S)C(C1=CC=CC=C1)=S 1,2,4,5-tetra(thiobenzoyl)benzene